COC[C@H]1N(CCC1)C(C)=O 1-[(2S)-2-(methoxymethyl)pyrrolidin-1-yl]ethanone